C(C)(=O)OC1O[C@@H]([C@@H]([C@@H]([C@H]1N1C(C2=C(C(=C(C(=C2C1=O)Cl)Cl)Cl)Cl)=O)OC(C)=O)OC(C)=O)COC(C)=O (3R,4R,5R,6R)-6-(acetoxymethyl)-3-(4,5,6,7-tetrachloro-1,3-dioxoisoindolin-2-yl)tetrahydro-2H-pyran-2,4,5-triyl triacetate